O1[C@@H](COC2=NC=CC=C21)CN2N=C1C3=C(CCC1=C2)OC(=C3C)C(=O)NC[C@@H]3OCCC3 |&1:28| 2-[(2R)-2,3-dihydro[1,4]dioxino[2,3-b]pyridin-2-ylmethyl]-8-methyl-N-[(2R/S)-tetrahydrofuran-2-ylmethyl]-4,5-dihydro-2H-furo[2,3-g]indazole-7-carboxamide